FC(C(COCC1=CC=2N(C=C1)C(=CN2)C(=O)NC2=C(C=CC(=C2)C2=NOC(=N2)[C@@H]2[C@H](C2)F)C)O)F 7-((3,3-difluoro-2-hydroxypropoxy)methyl)-N-(5-(5-((1R,2S)-2-fluorocyclopropyl)-1,2,4-oxadiazol-3-yl)-2-methylphenyl)imidazo[1,2-a]pyridine-3-carboxamide